2-deoxytetronic acid C(C(CO)O)C(=O)O